OC[C@](C)(O)[C@@H]1CN(CCC1)C(=O)OCC1=CC=CC=C1 benzyl (3S)-3-[(2R)-1,2-dihydroxypropan-2-yl]piperidine-1-carboxylate